C(C)C(C1=CC(=C(C(=C1)C(C)(C)C)O)C(C)(C)C)OP(OC(C1=CC(=C(C(=C1)C(C)(C)C)O)C(C)(C)C)CC)=O.[Ca] calcium bis[monoethyl (3,5-di-tert-butyl)-4-hydroxylbenzyl]phosphonate